N1CNC=2NCCCC21 dihydroimidazo[4,5-b]piperidine